N=[S@@](=O)(C)C1=CC=C(C=C1)COC1=C(C=C(C=C1)CN1CC2=CC=CC=C2C1)S(=O)(=O)C (R)-Imino(4-((4-(isoindolin-2-ylmethyl)-2-(methylsulfonyl)phenoxy)methyl)-phenyl)(methyl)-λ6-sulfanone